N=1N(N=C2C1C=CC=C2)C2(C=CC(=CC2)C)O 1-(2H-benzotriazol-2-yl)p-cresol